ClC1=CC(=C(COC2=CC=CC(=N2)N2C[C@H](N(CC2)CC2=NC3=C(N2CCOC)C=C(C=C3)C(=O)O)C)C=C1)F 2-{[(2R)-4-{6-[(4-chloro-2-fluorobenzyl)oxy]pyridin-2-yl}-2-methylpiperazin-1-yl]methyl}-1-(2-methoxyethyl)-1H-benzimidazole-6-carboxylic acid